tertbutyl (2-aminoethyl)carbamate NCCNC(OC(C)(C)C)=O